N-benzyl-8-[(2S,3S,4R,5R)-3,4-bis(benzyloxy)-5-[(benzyloxy)methyl]oxolane-2-yl]-2-chloroquinazolin-4-amine C(C1=CC=CC=C1)NC1=NC(=NC2=C(C=CC=C12)[C@@H]1O[C@@H]([C@H]([C@H]1OCC1=CC=CC=C1)OCC1=CC=CC=C1)COCC1=CC=CC=C1)Cl